FC=1C(=C(C=CC1F)C1C(SC(C1)(C(F)(F)F)C)C(=O)O)OC 3-(3,4-Difluoro-2-methoxyphenyl)-5-methyl-5-(trifluoromethyl)thiacyclopentane-2-carboxylic acid